C(C)(=O)OC1C(OC(C(C1OC(C)=O)OC(C)=O)SC)C1=CC(=C(C=C1)Cl)CC1=CC=C(C=C1)OCC 4-chloro-3-(4-ethoxybenzyl)phenyl-6-(methylthio)tetrahydro-2H-pyran-3,4,5-triyl triacetate